Methylmalonic acid-d3 Tert-butyl-(7-((4-((4-methylphenyl)sulfonamido)phenyl)amino)-7-oxoheptyl)carbamate C(C)(C)(C)N(C(O)=O)CCCCCCC(=O)NC1=CC=C(C=C1)NS(=O)(=O)C1=CC=C(C=C1)C.COC(C(C(=O)O[2H])([2H])[2H])=O